P(=O)(OC1=C(C=CC=C1)C)(O)O O-tolyl dihydrogen phosphate